N(=C=O)CCOC(C(CCC(=O)OCCN=C=O)N=C=O)=O 2-isocyanatoglutaric acid bis(2-isocyanatoethyl) ester